C[C@H]1NC[C@@H]1NC(OC(C)(C)C)=O tert-butyl ((2R,3S)-2-methylazetidin-3-yl)carbamate